mercaptohexyl-phenyl-dimethoxysilane SCCCCCC[Si](OC)(OC)C1=CC=CC=C1